(S)-2-(8-(1-(2,2-dimethoxyethyl)piperidin-4-yl)-6,6a,7,8,9,10-hexahydro-5H-pyrazino[1',2':4,5]pyrazino[2,3-c]pyridazin-2-yl)phenol COC(CN1CCC(CC1)N1C[C@H]2N(C=3C(=NN=C(C3)C3=C(C=CC=C3)O)NC2)CC1)OC